NC1=CC=C(C=2C(C=3C=CN=CC3C(C21)=O)=O)NCCN 9-amino-6-[(2-aminoethyl)amino]-benzo[G]isoquinoline-5,10-dione